2-(2,4-dioxotetrahydropyrimidin-1(2H)-yl)-5-((4-(thiophen-2-yl)-3,6-dihydropyridin-1(2H)-yl)methyl)isoindoline-1,3-dione O=C1N(CCC(N1)=O)N1C(C2=CC=C(C=C2C1=O)CN1CCC(=CC1)C=1SC=CC1)=O